6-bromo-N-((1R,4r)-4-((R)-3-methoxypyrrolidin-1-yl)cyclohexyl)quinazolin-2-amine BrC=1C=C2C=NC(=NC2=CC1)NC1CCC(CC1)N1C[C@@H](CC1)OC